2-((1H-benzo[d]imidazol-2-yl)methyl)-1H-benzo[d]imidazole-5-carboxamidine, dihydrochloride Cl.Cl.N1C(=NC2=C1C=CC=C2)CC2=NC1=C(N2)C=CC(=C1)C(=N)N